N-[5-cyclopropyl-4-(2-isobutylphenyl)-6-(2-methylphenoxy)pyrimidin-2-yl]-1-methyl-pyrazole-4-sulfonamide C1(CC1)C=1C(=NC(=NC1OC1=C(C=CC=C1)C)NS(=O)(=O)C=1C=NN(C1)C)C1=C(C=CC=C1)CC(C)C